The molecule is a phenolate anion that is the conjugate base of 2,3,5,6-tetrachlorophenol, arising from deprotonation of the acidic phenol function. It is a conjugate base of a 2,3,5,6-tetrachlorophenol. C1=C(C(=C(C(=C1Cl)Cl)[O-])Cl)Cl